N-[1-[3-(6-isopropylidene-4-methyl-5-oxo-1,3,4-oxadiazin-2-yl)pyrazin-2-yl]ethyl]-2-methyl-propane-2-sulfinamide C(C)(C)=C1C(N(N=C(O1)C=1C(=NC=CN1)C(C)NS(=O)C(C)(C)C)C)=O